O1N=C(C=C1)CCC1=CC=C2C=C(N(C2=C1)C(=O)OC(C)(C)C)CNC(=O)C1(CC1)C tert-butyl 6-(2-(isoxazol-3-yl)ethyl)-2-((1-methylcyclopropanecarboxamido)methyl)-1H-indole-1-carboxylate